NC1=NC=CC(=C1)C=1SC=C(N1)C(=O)NC1=CC2=CN(N=C2C=C1C1=COC=C1)CC(C)(C)O 2-(2-aminopyridin-4-yl)-N-(6-(furan-3-yl)-2-(2-hydroxy-2-methylpropyl)-2H-indazol-5-yl)thiazole-4-carboxamide